3-((isoquinoline-1-carboxamido)methyl)-5-(phenoxymethyl)-4,5-dihydroisoxazole C1(=NC=CC2=CC=CC=C12)C(=O)NCC1=NOC(C1)COC1=CC=CC=C1